N-(4-((4-([1,2,4]triazolo[1,5-a]pyridin-7-yloxy)-2-methoxy-5-methylphenyl)amino)-7-methoxyquinazolin-6-yl)-2-fluoro-3-(1-methyl-5-oxopyrrolidin-2-yl)acrylamide N=1C=NN2C1C=C(C=C2)OC2=CC(=C(C=C2C)NC2=NC=NC1=CC(=C(C=C21)NC(C(=CC2N(C(CC2)=O)C)F)=O)OC)OC